n-butyl 2,4,6-trifluoro-benzoate FC1=C(C(=O)OCCCC)C(=CC(=C1)F)F